C1(CCC(N1OC([C@H]1N(CCC1)C(=O)OC(C)(C)C)=O)=O)=O Boc-proline succinimidyl ester